O[C@H](CNC(=O)C=1N=NN(C1)CCCCN1N=NC(=C1)C(NCC1=CC(=CC=C1)OC(F)(F)F)=O)C1=CC=CC=C1 N-[(2S)-2-hydroxy-2-phenylethyl]-1-{4-[4-({[3-(trifluoromethoxy)phenyl]methyl}carbamoyl)-1H-1,2,3-triazol-1-yl]butyl}-1H-1,2,3-triazole-4-carboxamide